[Na].COC1=CC(=CC=C1)N m-anisidine sodium salt